C(C)(C)(C)OC(=O)N1C(CCCC1)OCC1=CC=C(C=C1)Br (4-Bromobenzyloxy)piperidine-1-carboxylic acid tert-butyl ester